tert-butyl (3-acetylphenyl)carbamate C(C)(=O)C=1C=C(C=CC1)NC(OC(C)(C)C)=O